cyclopentanedioyl bis(octadecyl phosphite) C(CCCCCCCCCCCCCCCCC)P(OC(=O)C1(CCCC1)C(=O)OP([O-])([O-])CCCCCCCCCCCCCCCCCC)([O-])[O-]